ClC(=C(F)Cl)Cl triChlorofluoroethylene